1-(2-hydroxyphenyl)prop-2-en-1-one OC1=C(C=CC=C1)C(C=C)=O